FC(F)C12C=3C=NNC3C(C2C1)(F)F (difluoromethyl)-5,5-difluoro-7,8-diazatricyclo[4.3.0.02,4]nona-1(6),8-dien